(3R,3aS,6aR)-hexahydrofuro[2,3-b]furan-3-yl ((2S,3R)-4-(4-amino-N-isobutylphenylsulfonamido)-3-hydroxy-1-phenylbutan-2-yl)carbamate NC1=CC=C(C=C1)S(=O)(=O)N(CC(C)C)C[C@H]([C@H](CC1=CC=CC=C1)NC(O[C@H]1CO[C@H]2OCC[C@H]21)=O)O